N1(CCC1)C[C@H](C(=O)N[C@@H](C(F)F)C1=CC=CC=C1)C (R)-3-(azetidin-1-yl)-N-((R)-2,2-difluoro-1-phenylethyl)-2-methylpropanamide